2'-{5-[(1R,4R,7R)-7-amino-2-azabicyclo[2.2.1]heptane-2-carbonyl]-7-methoxy-1-methyl-1H-1,3-benzodiazol-2-yl}-1'-(cyclopropylmethyl)-2,3-dihydro-1H,1'H-[5,7'-biindole]-2-one N[C@H]1[C@@H]2N(C[C@H]1CC2)C(=O)C2=CC1=C(N(C(=N1)C=1N(C3=C(C=CC=C3C1)C=1C=C3CC(NC3=CC1)=O)CC1CC1)C)C(=C2)OC